C12COCC(N1C=1SC3=C(N1)C=CC(=C3C(=O)NC3=C(C(=CC(=C3)F)F)C(NC31COC(C3)(C1)C(F)(F)F)=O)OC)C2 2-(3-Oxa-6-azabicyclo[3.1.1]heptan-6-yl)-N-(3,5-difluoro-2-((1-(trifluoromethyl)-2-oxabicyclo[2.1.1]hexan-4-yl)carbamoyl)phenyl)-6-methoxybenzo[d]thiazole-7-carboxamide